tert-butyl (4-(4-(((E)-1-(((E)-1-amino-1-oxopropan-2-ylidene)amino)-1-oxopropan-2-ylidene)carbamoyl)thiazol-2-yl)phenyl)carbamate NC(\C(\C)=N\C(\C(\C)=N\C(=O)C=1N=C(SC1)C1=CC=C(C=C1)NC(OC(C)(C)C)=O)=O)=O